silicon tetrabromide [Si](Br)(Br)(Br)Br